N-(2-(1-(3-(2,6-dioxopiperidin-3-yl)benzyl)piperidin-4-yl)-6-(2-hydroxypropan-2-yl)-2H-indazol-5-yl)-6-(trifluoromethyl)nicotinamide O=C1NC(CCC1C=1C=C(CN2CCC(CC2)N2N=C3C=C(C(=CC3=C2)NC(C2=CN=C(C=C2)C(F)(F)F)=O)C(C)(C)O)C=CC1)=O